FC=1C=C(C2=C(C(=C(O2)C(C(F)(F)F)N)C)C1)F 1-(5,7-difluoro-3-methyl-1-benzofuran-2-yl)-2,2,2-trifluoroethanamine